5-fluoro-2-methyl-N1-((5-methylpyrazin-2-yl)methyl)benzene-1,3-diamine FC=1C=C(C(=C(C1)NCC1=NC=C(N=C1)C)C)N